2-(Boc-amino)-5-bromopyridine C(=O)(OC(C)(C)C)NC1=NC=C(C=C1)Br